4-((6-((4-cyano-2-fluorobenzyl)oxy)pyridin-2-yl)oxy)piperidine C(#N)C1=CC(=C(COC2=CC=CC(=N2)OC2CCNCC2)C=C1)F